tert-butylaminobenzene C(C)(C)(C)NC1=CC=CC=C1